O[C@@H]1C[C@H](N(C1)C(C(C(C)C)C1=CC(=NO1)OC)=O)C(=O)O (2S,4R)-4-hydroxy-1-(2-(3-methoxyisoxazol-5-yl)-3-methylbutanoyl)pyrrolidine-2-carboxylic acid